[N+](=O)([O-])C1=CC=CN1 5-nitro-1H-pyrrole